C(C)(C)(C)OC(=O)N1C(COC2CC12)C(=O)O 5-(tert-butoxycarbonyl)-2-oxa-5-azabicyclo[4.1.0]heptane-4-carboxylic acid